5-(3-(difluoromethyl)imidazo[1,2-a]pyridin-6-yl)-N-((1-(trifluoromethyl)cyclopropyl)methyl)-7H-pyrrolo[2,3-d]pyrimidin-2-amine FC(C1=CN=C2N1C=C(C=C2)C2=CNC=1N=C(N=CC12)NCC1(CC1)C(F)(F)F)F